NC=1N=NC(=CC1N1CC2CCC(C1)N2C=2C(=C(C=CC2)C(=O)N2CCNCC2)C)C2=C(C=CC=C2)O [3-[3-[3-amino-6-(2-hydroxyphenyl)pyridazin-4-yl]-3,8-diazabicyclo[3.2.1]octan-8-yl]-2-methyl-phenyl]-piperazin-1-yl-methanone